O1OCOOC1 1,2,4,5-tetroxane